O=CC(=O)N 2-oxo-acetamide